COC=1C=C(C=CC1)C[C@H](CCCC)NC(C1=CC=CC=C1)=O N-[(2S)-1-(3-methoxyphenyl)hex-2-yl]Benzamide